([1,1'-biphenyl]-4-carbonyl)-4-aminobenzenesulfonohydrazide C1(=CC=C(C=C1)C(=O)C1=C(C=CC(=C1)N)S(=O)(=O)NN)C1=CC=CC=C1